C(C1=CC=CC=C1)N1N=C(N=C1)C(=O)N[C@@H]1C(N(C=2N(CC1)N=C(C2)CCN2CCC2)C)=O 1-benzyl-N-[(6S)-2-[2-(azetidin-1-yl)ethyl]-4-methyl-5-oxo-7,8-dihydro-6H-pyrazolo[1,5-a][1,3]diazepin-6-yl]-1,2,4-triazole-3-carboxamide